(R)-1'-(5-((2-amino-3-chloropyridin-4-yl)thio)-1H-imidazo[4,5-b]pyrazin-2-yl)-3H-spiro[benzofuran-2,4'-piperidin]-3-amine NC1=NC=CC(=C1Cl)SC=1N=C2C(=NC1)NC(=N2)N2CCC1(CC2)OC2=C([C@H]1N)C=CC=C2